FC1=C(C(=CC(=C1)F)F)C1CCNCC1 4-(2,4,6-trifluorophenyl)piperidin